ClC=1N=C2C(=NC1C(S(=O)(=O)N)C1(CC1)O)N(C(=N2)C2=NC(=CC=C2)OCC)C2=C(C=CC=C2OC)OC (5-chloro-1-(2,6-dimethoxyphenyl)-2-(6-ethoxypyridin-2-yl)-1H-imidazo[4,5-b]pyrazin-6-yl)-1-(1-hydroxycyclopropyl)methanesulfonamide